oxo-1,3-thiazolidine O=C1SCCN1